2-butyl-7-chloro-1-[(2,2,5-trimethyl-1,3-dioxan-5-yl)methyl]-1H-imidazo[4,5-c]quinoline C(CCC)C=1N(C2=C(C=NC=3C=C(C=CC23)Cl)N1)CC1(COC(OC1)(C)C)C